benzyl (1RS,2SR,4RS,6RS)-2-(4-bromophenyl)-6-((2-fluoro-4-(trifluoromethyl)phenyl)carbamoyl)-4-(((S)-tetrahydrofuran-3-yl)methoxy)cyclohexane-1-carboxylate BrC1=CC=C(C=C1)[C@@H]1[C@H]([C@@H](C[C@@H](C1)OC[C@@H]1COCC1)C(NC1=C(C=C(C=C1)C(F)(F)F)F)=O)C(=O)OCC1=CC=CC=C1 |&1:7,8,9,11|